OC1(CC1)CN1N=C(C=C1)N\C(\C)=C\1/C(NC2=CN=C(C=C21)C=2C=NC=CC2C)=O (Z)-3-(1-((1-((1-Hydroxycyclopropyl)methyl)-1H-pyrazol-3-yl)amino)ethylidene)-5-(4-methylpyridin-3-yl)-1H-pyrrolo[2,3-c]pyridin-2(3H)-one